2-(2'-methacryloyloxy-5'-methylphenyl)benzotriazole C(C(=C)C)(=O)OC1=C(C=C(C=C1)C)N1N=C2C(=N1)C=CC=C2